CC1=CC(=NN1)NC(CC=1C=C(C=CC1)C1=CC=CC=C1)=O 3'-(2-((5-methyl-1H-pyrazol-3-yl)amino)-2-oxoethyl)-[1,1'-biphenyl]